4,5-Difluoro-12-azatricyclo[6.3.1.02,7]dodeca-2,4,6-triene FC=1C=C2C3CCCC(C2=CC1F)N3